C12(CCC(CC1)CC2)C(=O)[O-] bicyclo[2.2.2]octane-1-carboxylate